(2-((1-(1-(cyclopropanecarbonyl)azetidin-3-yl)-1H-pyrazol-4-yl)amino)-5-methylpyrimidin-4-yl)benzoic acid methyl ester COC(C1=C(C=CC=C1)C1=NC(=NC=C1C)NC=1C=NN(C1)C1CN(C1)C(=O)C1CC1)=O